C(C)(C)OC(=O)N1CCN(CC1)C1=NC=2N(C=C1)N=CC2C=2C(=NC(=CC2)OC)OC 4-(3-(2,6-dimethoxypyridin-3-yl)pyrazolo[1,5-a]pyrimidin-5-yl)piperazine-1-carboxylic acid isopropyl ester